benzyl methacrylate Sulfur [S].C(C(=C)C)(=O)OCC1=CC=CC=C1